BrC=1C=C(NC1F)[13C](=O)C1=C(C(=CC(=C1)Cl)Cl)O (4-bromo-5-fluoro-1H-pyrrol-2-yl)(3,5-dichloro-2-hydroxyphenyl)methanone-13C